Cl.N[C@@H]1CC[C@H](OC1)CN(C(CC1=CC(=NO1)C)=O)C#N 3-methyl-5-isoxazoleacetic acid N-(((2s,5r)-5-aminotetrahydro-2H-pyran-2-yl)methyl)cyanoamide hydrochloride